OC1=C(C2=C(C=C(O2)CNC(=O)C=2C=NN3C2N=CC=C3)C=C1)C(=O)OC Methyl 6-hydroxy-2-((pyrazolo[1,5-a]pyrimidine-3-carboxamido)methyl)benzofuran-7-carboxylate